1-Benzyl-3-(((4-chlorophenyl)seleno)methyl)-5-(4-fluorophenyl)-3,4-dimethyl-1H-pyrrol-2(3H)-one C(C1=CC=CC=C1)N1C(C(C(=C1C1=CC=C(C=C1)F)C)(C)C[Se]C1=CC=C(C=C1)Cl)=O